tert-butyl (2R,5S)-4-[7-(4-cyano-2-pyridinyl)-5-(hydroxymethyl)-5-methyl-6H-pyrrolo[2,3-d]pyrimidin-4-yl]-2,5-dimethylpiperazine-1-carboxylate C(#N)C1=CC(=NC=C1)N1CC(C2=C1N=CN=C2N2C[C@H](N(C[C@@H]2C)C(=O)OC(C)(C)C)C)(C)CO